ClC1(OC(OC1(F)Cl)(C(F)(F)F)C(F)(F)F)F 4,5-dichloro-4,5-difluoro-2,2-bis(trifluoromethyl)-1,3-dioxole